N-(2-(2,6-dioxopiperidin-3-yl)-1-oxoisoindolin-5-yl)-3,4-dihydroisoquinoline-2(1H)-carboxamide O=C1NC(CCC1N1C(C2=CC=C(C=C2C1)NC(=O)N1CC2=CC=CC=C2CC1)=O)=O